N-(1-(4-chloro-2-methoxyphenyl)prop-2-ylidene)-2-methylpropan-2-sulfinamide ClC1=CC(=C(C=C1)CC(C)=NS(=O)C(C)(C)C)OC